N[C@H]1C(N(CCCC1)C(=O)OC(C)(C)C)C tert-butyl (3R)-3-amino-2-methyl-azepane-1-carboxylate